C(C)(C)C1=C(C=CC=C1)[C@H]1N(CCN(C1)CC=1C=C2CCCOC2=C(C1)OC)C1CC2(CN(C2)C2=CC=C(C(=O)N)C=C2)C1 4-(6-((R)-2-(2-isopropylphenyl)-4-((8-methoxychroman-6-yl)methyl)piperazin-1-yl)-2-azaspiro[3.3]heptan-2-yl)benzamide